NC(C(=O)O)(CCCCB(O)O)CCOCCN 2-amino-2-(2-(2-aminoethoxy)ethyl)-6-boronohexanoic acid